C(C=1C(O)=CC=CC1)(=O)OCCCCCCCCC Nonyl salicylate